({4-[2-(3,3-difluoropyrrolidinyl)-2-oxoethyl]phenyl}amino)-N-[(4-methoxyphenyl)methyl]carboxamide FC1(CN(CC1)C(CC1=CC=C(C=C1)NC(=O)NCC1=CC=C(C=C1)OC)=O)F